FC=1C=C2C=NN(C2=CC1C=1C=2C(=NN(C2C=CC1)CC(=O)NCC=1SC=C(N1)CC(=O)OCC)C1CCNCC1)C ethyl 2-[2-({2-[5'-fluoro-1'-methyl-3-(piperidin-4-yl)-[4,6'-biindazol]-1-yl] acetamido}methyl)-1,3-thiazol-4-yl]acetate